COCC(=O)C1(CCN(CC1)C(=O)OC(C)(C)C)C tert-butyl 4-(2-methoxyacetyl)-4-methylpiperidine-1-carboxylate